N-isopropyl-N-[3-oxo-3-[4-[5-(trifluoromethyl)pyrimidin-2-yl]piperazin-1-yl]propyl]carbamic acid tert-butyl ester C(C)(C)(C)OC(N(CCC(N1CCN(CC1)C1=NC=C(C=N1)C(F)(F)F)=O)C(C)C)=O